4-bromo-2-ethyl-1-((4-pentylphenyl)ethynyl)benzene BrC1=CC(=C(C=C1)C#CC1=CC=C(C=C1)CCCCC)CC